6-(hydroxy(phenyl)methyl)-2-azaspiro[3.3]Heptane-2-carboxylic acid tert-butyl ester C(C)(C)(C)OC(=O)N1CC2(C1)CC(C2)C(C2=CC=CC=C2)O